copper bis(3-phenylsalicylic acid) (3-PHENYLSALICYLATE) C1(=CC=CC=C1)C1=C(C(C(=O)[O-])=CC=C1)O.C1(=CC=CC=C1)C1=C(C(C(=O)O)=CC=C1)O.C1(=CC=CC=C1)C1=C(C(C(=O)O)=CC=C1)O.[Cu+2].C1(=CC=CC=C1)C1=C(C(C(=O)[O-])=CC=C1)O